FC(C=1C=C(C=NC1)C1=NOC(=N1)[C@H]1[C@@H](C1)C1=CC=C(C=C1)S(=O)(=O)N)(F)F 4-[(1R,2R)-2-{3-[5-(trifluoromethyl)pyridin-3-yl]-1,2,4-oxadiazol-5-yl}cyclopropyl]benzenesulfonamide